1,4-bis(tributylstannyl)benzene C(CCC)[Sn](C1=CC=C(C=C1)[Sn](CCCC)(CCCC)CCCC)(CCCC)CCCC